C1=CC=CC=2C3=CC=CC=C3C(C12)COC(=O)N[C@@H](CCC(=O)O)CC(=O)OC(C)(C)C (S)-4-((((9H-fluoren-9-yl)methoxy)carbonyl)amino)-6-(tert-butoxy)-6-oxohexanoic acid